BrC=1C=C2C3=C(NC2=CC1)C1=C(NC(C3)=O)C=CS1 8-bromo-6,11-dihydro-thieno[3',2':2,3]azepino[4,5-b]indol-5(4H)-one